O=C1NC(CCC1N1C(N(C2=C1C=CC(=C2)N2CCN(CC2)CC2(CCN(CC2)C(=O)OC(C)(C)C)F)C)=O)=O tert-butyl 4-((4-(1-(2,6-dioxopiperidin-3-yl)-3-methyl-2-oxo-2,3-dihydro-1H-benzo[d]imidazol-5-yl)piperazin-1-yl)methyl)-4-fluoropiperidine-1-carboxylate